COC1=NC=C(C=N1)C=1N=CC(=NC1)NC(CCC)=O N-(5-(2-methoxypyrimidin-5-yl)pyrazin-2-yl)butanamide